2-(1-(4-chloro-2-(trifluoromethyl)phenyl)-2'-(2-ethoxypyridin-3-yl)-6'-oxo-6'H-spiro[piperidine-4,5'-[1,7]naphthyridin]-7'(8'H)-yl)acetonitrile ClC1=CC(=C(C=C1)N1CCC2(C=3C=CC(=NC3CN(C2=O)CC#N)C=2C(=NC=CC2)OCC)CC1)C(F)(F)F